3-(4-chlorobenzoyl)-1-methyl-1,2,3,6-tetrahydroazepino[4,5-b]indole-5-carboxylic acid ethyl ester C(C)OC(=O)C1=CN(CC(C2=C1NC=1C=CC=CC21)C)C(C2=CC=C(C=C2)Cl)=O